3-((1-(2-methoxypyridin-3-yl)-5-methyl-4-nitro-1H-pyrazol-3-yl)oxy)-2-methylpropan-1-ol COC1=NC=CC=C1N1N=C(C(=C1C)[N+](=O)[O-])OCC(CO)C